C(C1=CC=CC=C1)O[C@@](CCCOC(CNC(OC(C)(C)C)=O)(C)C)(C(F)(F)F)C(=O)NN tert-Butyl N-[2-[(4R)-4-benzyloxy-5,5,5-trifluoro-4-(hydrazinecarbonyl)pentoxy]-2-methyl-propyl]carbamate